C(C)C1=C(C(=CC=C1)CC)N1N=C2C(CN(CC2)C2=NC=C(C=N2)C(F)(F)F)=C1C1=C2C=CNC2=C(C=C1F)CO [4-[2-(2,6-diethylphenyl)-5-[5-(trifluoromethyl)pyrimidin-2-yl]-6,7-dihydro-4H-pyrazolo[4,3-c]Pyridin-3-yl]-5-fluoro-1H-indol-7-yl]methanol